CC(COC1=C(C=C(C=C1C)F)I)CCOC1=C(C=C(C=C1C)F)I 2,2'-((2-methylbutane-1,4-diyl)bis(oxy))bis(5-fluoro-1-iodo-3-methylbenzene)